N-(1-((3-chloro-2-fluorophenyl)amino)-6-methylisoquinolin-5-yl)-4-((2,4-dimethoxybenzyl)amino)quinazoline-8-carboxamide ClC=1C(=C(C=CC1)NC1=NC=CC2=C(C(=CC=C12)C)NC(=O)C=1C=CC=C2C(=NC=NC12)NCC1=C(C=C(C=C1)OC)OC)F